1-methyl-N-{[oxolan-2-yl]methyl}-1H-pyrazol-4-amine CN1N=CC(=C1)NCC1OCCC1